N-methyl-N-(2-methyl-1-(4-(trifluoromethyl)phenyl)-1H-indol-5-yl)propenamide METHYLBUTANOATE COC(CCC)=O.CN(C(C=C)=O)C=1C=C2C=C(N(C2=CC1)C1=CC=C(C=C1)C(F)(F)F)C